5-amino-N,N-dipropyl-6H-thieno[3,2-b]azepine-7-carboxamide NC=1CC(=CC2=C(N1)C=CS2)C(=O)N(CCC)CCC